NCC1=NC=CC(=C1)C1=CC(=CC=2C=C(OC21)F)COC2=C(C=C(C=C2)F)CC(=O)OCC ethyl 2-(2-((7-(2-(aminomethyl)pyridin-4-yl)-2-fluorobenzofuran-5-yl)methoxy)-5-fluorophenyl)acetate